perfluoro propyl ether C(CC)OF